benzyl (1-(2-(4-(1-amino-3,6,9,12-tetraoxapentadecan-15-oyl)piperazin-1-yl)-3-(5-chloro-1H-benzo[d]imidazol-2-yl)-5-(3-fluoro-5-methylphenyl)pyridin-4-yl)piperidin-4-yl)carbamate NCCOCCOCCOCCOCCC(=O)N1CCN(CC1)C1=NC=C(C(=C1C1=NC2=C(N1)C=CC(=C2)Cl)N2CCC(CC2)NC(OCC2=CC=CC=C2)=O)C2=CC(=CC(=C2)C)F